(S)-N-(4-((3R)-2-(2,2-difluoroethyl)-8-fluoro-3-methyl-2,3,4,9-tetrahydro-1H-pyrido[3,4-b]indol-1-yl)-3-(difluoromethoxy)phenyl)-1-(3-fluoropropyl)pyrrolidin-3-amine FC(CN1C(C=2NC3=C(C=CC=C3C2C[C@H]1C)F)C1=C(C=C(C=C1)N[C@@H]1CN(CC1)CCCF)OC(F)F)F